FC=1C=CC(=NC1)CNC(C)=O N-(5-fluoro-pyridin-2-ylmethyl)-acetamide